C(C1=CC=CC=C1)N1N=CC(=C1)C=1C(=CC(N(C1)C)=O)N1C[C@H](CC1)NC(C)=O (S)-N-(1-(5-(1-benzyl-1H-pyrazol-4-yl)-1-methyl-2-oxo-1,2-dihydropyridin-4-yl)pyrrolidin-3-yl)acetamide